OCC1(COC1)NC(=O)C=1N(N=C2C=CC(=CC12)OCC1=NC=CC=C1)C N-[3-(hydroxymethyl)oxetan-3-yl]-2-methyl-5-[(pyridin-2-yl)methoxy]-2H-indazole-3-carboxamide